ClC1=NC=C(C(=C1)C1=C(C=NC(=C1)C)C(=O)NC=1SC2=NC(=CC=C2N1)N1CCOCC1)OC 2'-chloro-5'-methoxy-6-methyl-N-[5-(morpholin-4-yl)-[1,3]thiazolo[5,4-b]pyridin-2-yl]-[4,4'-bipyridine]-3-carboxamide